7-amino-5-({2-[1-(1-hydroxy-2-methylpropan-2-yl)-1H-pyrazol-3-yl]ethyl}amino)-2,3-dimethylpyrazolo[1,5-a]pyrimidine-6-carbonitrile NC1=C(C(=NC=2N1N=C(C2C)C)NCCC2=NN(C=C2)C(CO)(C)C)C#N